BrC1=C(C2=C(NC(OC2)=O)C=C1)F 6-bromo-5-fluoro-1,4-dihydro-2H-benzo[d][1,3]oxazin-2-one